COC1=CC=CC(=C1C1=C(C=CC=C1OC)P(C=1OC=CC1)C=1OC=CC1)P(C=1OC=CC1)C=1OC=CC1 (6,6'-dimethoxybiphenyl-2,2'-diyl)bis[bis(2-furyl)-phosphine]